OC1(CC2C(CN(C2)CC2=CC(=NC=C2)C=2C=C3CN(C(C3=CC2)=O)[C@@H]2CNCCC2)C1)C (3S)-3-(5-(4-((5-hydroxy-5-methylhexahydrocyclopenta[c]pyrrol-2(1H)-yl)methyl)pyridin-2-yl)-1-oxoisoindolin-2-yl)piperidine